BrC1=C(C2=CC=CC=C2C=C1)C1=CC=C(C=C1)C1=NC(=NC(=N1)C1=CC=CC=C1)C1=CC=CC=C1 2-(4-(2-bromonaphthalen-1-yl)phenyl)-4,6-diphenyl-1,3,5-triazine